O=C1NC(CCC1N1C(N(C2=C1C=CC(=C2)CCC21CCC(CC2)(CC1)C(=O)O)C)=O)=O 4-(2-(1-(2,6-Dioxopiperidin-3-yl)-3-methyl-2-oxo-2,3-dihydro-1H-benzo[d]imidazol-5-yl)ethyl)bicyclo[2.2.2]octane-1-carboxylic acid